[N+](=O)([O-])C1=CC=C(OC2C=CC2OC2=CC=C(C=C2)[N+](=O)[O-])C=C1 3,4-bis(4-nitrophenoxy)cyclobut-1-ene